(3-fluoroazetidine-3-yl)methyl-4-((3-isopropyl-5-methylpyrazolo[1,5-a]pyrimidin-7-yl)amino)piperidine-1-carboxylic acid methyl ester COC(=O)N1C(CC(CC1)NC1=CC(=NC=2N1N=CC2C(C)C)C)CC2(CNC2)F